C(CCCCCCCCCCCCCCC)OCC(O)CO O-(hexadecyl)glycerol